2-(2-chloro-4-phenylpyridin-3-yl)-1H-benzo[d]imidazole ClC1=NC=CC(=C1C1=NC2=C(N1)C=CC=C2)C2=CC=CC=C2